(R)-N-[(1E)-(5-bromo-2-fluorophenyl)methylidene]-2-methylpropane-2-sulfinamide BrC=1C=CC(=C(C1)\C=N\[S@](=O)C(C)(C)C)F